N-(3-Fluoro-5-methoxyphenyl)-3-(1-(tetrahydro-2H-pyran-2-yl)-1H-pyrazol-4-yl)quinoxaline FC=1C=C(C=C(C1)OC)N1CC(=NC2=CC=CC=C12)C=1C=NN(C1)C1OCCCC1